O1N=CC=2C1=CN=CC2 [1,2]oxazolo[5,4-c]pyridin